Cl.NCC(=O)O L-glycine hydrochloride